O=C1NC(CCC1N1C(C2=CC=C(C=C2C1=O)N1CCN(CC1)CC1CCN(CC1)CCN1CCN(CC1)C1=NC=NC(=C1)C1=NNC2=CC=C(C=C12)OC(C)C)=O)=O 2-(2,6-dioxo-3-piperidyl)-5-[4-[[1-[2-[4-[6-(5-isopropoxy-1H-indazol-3-yl)pyrimidin-4-yl]piperazin-1-yl]ethyl]-4-piperidyl]methyl]piperazin-1-yl]isoindoline-1,3-dione